P(OCC)(OCC)(OC1=CC=C(C=C1)[N+](=O)[O-])=S O,O-diethyl O-(4-nitrophenyl) phosphorothioate